N-(4-(diethoxymethyl)benzyl)-1-(2,4-dimethoxyphenyl)-N-methylmethylamine C(C)OC(C1=CC=C(CN(C)CC2=C(C=C(C=C2)OC)OC)C=C1)OCC